N[C@@H](CCC(=O)O)C |r| rac-4-aminovaleric acid